CS(=O)(CC1=CC(=CC=C1)[N+](=O)[O-])=NC(OCC)=O ethyl (methyl(3-nitrobenzyl)(oxo)-sulfaneylidene)carbamate